5-[(1S,5R)-3-(2-chloro-4-fluoro-benzoyl)-3,8-diazabicyclo[3.2.1]octan-8-yl]-N,N-diethyl-imidazo[1,5-a]pyridine-7-sulfonamide ClC1=C(C(=O)N2C[C@@H]3CC[C@H](C2)N3C3=CC(=CC=2N3C=NC2)S(=O)(=O)N(CC)CC)C=CC(=C1)F